FC=1C=C(CC=2C=C3C(=NNC3=CC2)/C=C/C2=NC3=CC=CC=C3C=C2)C=C(C1)F (E)-2-(2-(5-(3,5-difluorobenzyl)-1H-indazol-3-yl)vinyl)quinoline